3-thiopropione CCC(=S)CC